C(C)C1=NC(=C(N=C1C)CC)C 2,5-Diethyl-3,6-dimethyl-pyrazin